8-(difluoromethyl)-1,4-dioxaspiro[4.5]decan-8-ol FC(C1(CCC2(OCCO2)CC1)O)F